C[N+](CCC1=CNC2=CC=CC=C12)(C)[O-] N,N-dimethyltryptamine-N-oxide